tetradecenyl decoxymethyl ether C(CCCCCCCCC)OCOC=CCCCCCCCCCCCC